C(C1=CC=CC=C1)(=O)OC(CC)(CC(CC)OC(C1=CC=CC=C1)=O)CCCC 3-butyl-3,5-heptanediol dibenzoate